C(#N)C1=C(C=CC=C1)SC=1C=2N(C=C(C1)C=1C=NC(=CC1)N1CCNCC1)N=CC2C#N 4-((2-cyanophenyl)thio)-6-(6-(piperazin-1-yl)pyridin-3-yl)pyrazolo[1,5-a]pyridine-3-carbonitrile